9-chloro-10-(2,4-difluorophenyl)-7-(3-oxopiperazin-1-yl)-2,3-dihydro-5H-[1,4]thiazino[2,3,4-ij]quinazolin-5-one ClC=1C=C2C(=NC(N3C2=C(C1C1=C(C=C(C=C1)F)F)SCC3)=O)N3CC(NCC3)=O